BrC=1C2=C(C(N(C1)C)=O)SC(=C2)C=2OC(=NN2)C 4-bromo-6-methyl-2-(5-methyl-1,3,4-oxadiazol-2-yl)thieno[2,3-c]pyridin-7(6H)-one